NC1=NC2=CC(=CC=C2C=C1)C=1C=C(C=NC1)NC(C=C)=O N-[5-(2-aminoquinolin-7-yl)pyridin-3-yl]prop-2-enamide